COC([C@H](C)N=P(=O)OC1=C(C=CC=C1)OC[C@H]1O[C@H]([C@]([C@@H]1O)(C)F)N1C2=NC(=NC(=C2N=C1)O)N)=O (S)-2-{[(2r,3r,4r,5r)-5-(2-amino-6-hydroxy-purin-9-yl)-4-fluoro-3-hydroxy-4-methyl-tetrahydro-furan-2-ylmethoxy]-phenoxy-phosphorylamino}-propionic acid methyl ester